FC(C=1C=C(C=C(C1)C(F)(F)F)[B-](C1=CC(=CC(=C1)C(F)(F)F)C(F)(F)F)(C1=CC(=CC(=C1)C(F)(F)F)C(F)(F)F)C1=CC(=CC(=C1)C(F)(F)F)C(F)(F)F)(F)F.[Na+] sodium tetrakis[3,5-bis(trifluoromethyl)-phenyl]borate